zirconium hexanolate C(CCCCC)[O-].[Zr+4].C(CCCCC)[O-].C(CCCCC)[O-].C(CCCCC)[O-]